N-[2-(3-cyanophenyl)-1-thiazol-2-yl-ethyl]-3-nitro-benzenesulfonamide C(#N)C=1C=C(C=CC1)CC(C=1SC=CN1)NS(=O)(=O)C1=CC(=CC=C1)[N+](=O)[O-]